1-(3-(1-(7-Morpholino-2-(morpholinomethyl)thieno[3,2-b]pyridin-5-yl)-1H-pyrazol-3-yl)phenyl)ethan-1-one O1CCN(CC1)C1=C2C(=NC(=C1)N1N=C(C=C1)C=1C=C(C=CC1)C(C)=O)C=C(S2)CN2CCOCC2